(R)-(+)-propylene carbonate C[C@@H]1COC(=O)O1